N-(1-methyl-4-piperidyl)-5-azaspiro[2.4]heptan-7-carboxamid CN1CCC(CC1)NC(=O)C1CNCC12CC2